N1=CC=C(C=C1)CNC(C(C1=CC(=C(C(=C1)OC)OC)OC)NCC=1C=NC=CC1)=O N-(pyridine-4-ylmethyl)-2-[(pyridine-3-ylmethyl)amino]-2-(3,4,5-trimethoxyphenyl)acetamid